C(C=C)(=O)NCCC[N+](CCC(=O)[O-])(C)C 3-[(3-acrylamidopropyl)dimethylammonio]propionate